(R)-2-bromo-N-(5-((5-chloropyridin-2-yl)oxy)pyridin-2-yl)propanamide Br[C@@H](C(=O)NC1=NC=C(C=C1)OC1=NC=C(C=C1)Cl)C